NC1=CC=C(C=C1)N1CCN(CC1)C(CNC1=C2C(N(C(C2=CC=C1)=O)C1C(NC(CC1)=O)=O)=O)=O 4-((2-(4-(4-Aminophenyl)piperazin-1-yl)-2-oxoethyl)amino)-2-(2,6-dioxopiperidin-3-yl)isoindoline-1,3-dione